5-[4-(diphenyl-amino)phenyl]thiophene-2-acetaldehyde C1(=CC=CC=C1)N(C1=CC=C(C=C1)C1=CC=C(S1)CC=O)C1=CC=CC=C1